C(C)(=O)C=1C(OC2=C(C1N1CCOCC1)C=CC(=C2)NC2=NC=CC(=N2)C=2C=C1C=CN(C1=CC2)C(C)C)=O 3-acetyl-7-((4-(1-isopropyl-1H-indol-5-yl)pyrimidin-2-yl)amino)-4-morpholino-2H-benzopyran-2-one